3-oxabicyclo[3.3.0]octan-7-one C12COCC2CC(C1)=O